5-((7-(((1s,3s)-adamantan-1-yl)amino)heptyl)amino)-2-methyl-4-oxoquinazoline C12(CC3CC(CC(C1)C3)C2)NCCCCCCCNC2=C3C(NC(=NC3=CC=C2)C)=O